ClC1=NC=2N(C(=C1)C(=O)NC1CC(C1)(F)F)N=C(C2C#N)C 5-chloro-3-cyano-N-(3,3-difluorocyclobutyl)-2-methyl-pyrazolo[1,5-a]pyrimidine-7-carboxamide